[N+](=O)([O-])C1=CC=C(C=C1)C1=C(C=CC=C1)OC 4-nitrophenyl-(2-methoxybenzene)